C(C)N1CC(CCC1)NC1=NN2C(N=C(C=C2C)C2=C(C=C(C=C2C)C(F)(F)F)O)=N1 2-(2-((1-ethylpiperidin-3-yl)amino)-7-methyl-[1,2,4]triazolo[1,5-a]pyrimidin-5-yl)-3-methyl-5-(trifluoromethyl)phenol